FC(C1CN(CCN1)C1=CC(=C(C=N1)NC1=NC=CC(=N1)NC=1C(NC2=C(C=CC=C2C1)F)=O)OC)F 3-(2-{6-[3-(difluoromethyl)-1-piperazinyl]-4-methoxy-3-pyridylamino}-4-pyrimidinylamino)-8-fluoro-1,2-dihydro-2-quinolinone